C(CCCCCCCCCCCC(=O)N)CCCCCCCCCCCC(=O)N methylenebis-lauramide